ClC=1C(=NC=CC1C1=C(C(=CC=C1)C1=NC(=C(C=C1)C=O)OC)Cl)C=1C=C2CN(C(C2=CC1)=O)CCN(C(OC(C)(C)C)=O)C[C@H]1NC(CC1)=O tert-butyl (S)-(2-(5-(3-chloro-4-(2-chloro-3-(5-formyl-6-methoxypyridin-2-yl)phenyl)pyridin-2-yl)-1-oxoisoindolin-2-yl)ethyl)((5-oxopyrrolidin-2-yl)methyl)carbamate